((1R,5S,6s)-6-((4-(2-aminopropan-2-yl)-6-(2,3,4-trifluorophenyl)pyridin-2-yl)oxy)-3-azabicyclo[3.1.0]hexan-3-yl)(4-methyl-2-(pyrimidin-2-yl)thiazol-5-yl)methanone NC(C)(C)C1=CC(=NC(=C1)C1=C(C(=C(C=C1)F)F)F)OC1[C@@H]2CN(C[C@H]12)C(=O)C1=C(N=C(S1)C1=NC=CC=N1)C